CNC1=NC=NC2=C1NC=N2 The molecule is a methyladenine that is 9H-purin-6-amine substituted by a methyl group at the amino nitrogen. It has a role as a human metabolite. It is a 6-alkylaminopurine and a methyladenine.